(1R,3R,5R)-N-((R)-(2,5-difluoro-4-(trifluoromethyl)phenyl)(oxetan-3-yl)methyl)-2-(3-(trifluoromethyl)isoxazole-5-carbonyl)-2-azabicyclo[3.1.0]hexane-3-carboxamide FC1=C(C=C(C(=C1)C(F)(F)F)F)[C@H](NC(=O)[C@@H]1N([C@@H]2C[C@@H]2C1)C(=O)C1=CC(=NO1)C(F)(F)F)C1COC1